(R)-N-(3-fluoro-4-(4-((5-(3-hydroxy-pyrrolidin-1-yl)pyridin-2-yl)amino)-5-oxo-5,6-dihydro-1,6-naphthyridin-2-yl)phenyl)cyclohexanecarboxamide FC=1C=C(C=CC1C1=NC=2C=CNC(C2C(=C1)NC1=NC=C(C=C1)N1C[C@@H](CC1)O)=O)NC(=O)C1CCCCC1